methyl 4-[(3S)-3-[tert-butoxycarbonyl(methyl)amino]pyrrolidin-1-yl]-5-(methoxymethoxy)-2-methyl-indazole-7-carboxylate C(C)(C)(C)OC(=O)N([C@@H]1CN(CC1)C=1C2=CN(N=C2C(=CC1OCOC)C(=O)OC)C)C